N-(3-Chlorophenyl)-N-(6,7-dimethoxyquinazolin-4-yl)amine ClC=1C=C(C=CC1)NC1=NC=NC2=CC(=C(C=C12)OC)OC